2-(3-((S)-2-((R)-1,4-dioxan-2-yl)-1-(4-methyl-4H-1,2,4-triazol-3-yl)ethyl)phenyl)-6-(((1-methylcyclobutyl)amino)methyl)-4-(trifluoromethyl)isoindolin-1-one O1[C@@H](COCC1)C[C@H](C1=NN=CN1C)C=1C=C(C=CC1)N1C(C2=CC(=CC(=C2C1)C(F)(F)F)CNC1(CCC1)C)=O